5-(1-methyl-1H-pyrazol-4-yl)benzol CN1N=CC(=C1)C=1C=CC=CC1